[epsilone]-caprolactone C1(CCCCCO1)=O